NCC(=O)ONC(C)=O acetamido glycinate